ClC1=CC=C(C(=N1)C(=O)O)N[C@H](C)C1=C2N=C(C(=NC2=CC(=C1)C)C#N)N1C[C@@H](CC1)CO 6-chloro-3-(((R)-1-(2-cyano-3-((R)-3-(hydroxymethyl)pyrrolidin-1-yl)-7-methylquinoxalin-5-yl)ethyl)amino)picolinic acid